OCC1=C(C(=CC=C1)C1=CC=CC=C1)C#N 3-(hydroxymethyl)-[1,1'-biphenyl]-2-carbonitrile